7-chloro-6-[6-chloro-5-methyl-1-(oxane-2-yl)-1H-pyrazolo[3,4-b]pyrazine-3-yl]-1H-indazole ClC=1C(=CC=C2C=NNC12)C1=NN(C2=NC(=C(N=C21)C)Cl)C2OCCCC2